ClC=1C=C(C=CC1F)N(C(=O)[C@H]1N(C(N(C1)C(=O)OC(C)(C)C)=O)C1=NC(=CC(=C1)C(F)(F)F)C)C tert-butyl (S)-4-((3-chloro-4-fluorophenyl) (methyl) carbamoyl)-3-(6-methyl-4-(trifluoromethyl) pyridin-2-yl)-2-oxoimidazolidine-1-carboxylate